(S)-1-[(S)-3-Methyl-1-({4-[(o-tolyloxy)methyl]-1-piperidyl}carbonyl)butyl]-3-isobutyl-2-piperazinone CC(C[C@@H](C(=O)N1CCC(CC1)COC1=C(C=CC=C1)C)N1C([C@@H](NCC1)CC(C)C)=O)C